N-(benzo[b]thiophen-5-ylmethyl)-4-(2-(4-(trifluoromethyl)phenyl)-2H-pyrazolo[3,4-d]pyrimidin-4-yl)piperazine-2-carboxamide S1C2=C(C=C1)C=C(C=C2)CNC(=O)C2NCCN(C2)C=2C=1C(N=CN2)=NN(C1)C1=CC=C(C=C1)C(F)(F)F